ONC(=N)C=1C=CC=2N(C1)C=CN2 N-hydroxyimidazo[1,2-a]pyridine-6-carboxamidine